F[B-](F)(F)F.C1(=CC=CC=C1)[N+]#N benzene-1-diazonium tetrafluoroborate